4-(5-cyclopropyl-1,2,4-oxadiazol-3-yl)-N-{(1R,6S)-2,2-difluoro-6-[5-(propan-2-yl)-1,2,4-oxadiazol-3-yl]cyclohexyl}-4-methylpiperidine-1-carboxamide C1(CC1)C1=NC(=NO1)C1(CCN(CC1)C(=O)N[C@H]1C(CCC[C@@H]1C1=NOC(=N1)C(C)C)(F)F)C